N-[(1S)-1-{[(1S)-1-{[3,5-dichloro-4-(hydroxymethyl)phenyl]carbamoyl}ethyl]carbamoyl}-2-methylpropyl]-6-(2,5-dioxo-2,5-dihydro-1H-pyrrol-1-yl)hexanamide ClC=1C=C(C=C(C1CO)Cl)NC(=O)[C@H](C)NC(=O)[C@H](C(C)C)NC(CCCCCN1C(C=CC1=O)=O)=O